[15NH2][C@@H](CC(C)C)C(=O)O leucine-15N